COC1=CC=C(CN(C=2C=3N(C=C(N2)C=2C(=C(C#N)C=CC2)F)N=C(N3)CC3=NC=CC=C3)CC3=CC=C(C=C3)OC)C=C1 3-(8-(bis(4-methoxybenzyl)amino)-2-(pyridin-2-ylmethyl)-[1,2,4]triazolo[1,5-a]pyrazin-6-yl)-2-fluorobenzonitrile